3-amino-N-cyclopropyl-2-hydroxy-4-((S)-2-oxopyrrolidin-3-yl)butanamide hydrochloride Cl.NC(C(C(=O)NC1CC1)O)C[C@H]1C(NCC1)=O